N1(CCC[C@H]2CCC3=CC=CN=C3[C@@H]12)C[C@@H]1N(CC2=CC=CC(=C2C1)N1C(COCC1)=O)C(=O)OC(C)(C)C tert-butyl (R)-3-(((4aR,10bS)-3,4,4a,5,6,10b-hexahydro-1,10-phenanthrolin-1(2H)-yl)methyl)-5-(3-oxomorpholino)-3,4-dihydroisoquinoline-2(1H)-carboxylate